C(C)(=O)O[C@H]([C@@H](COC(C)=O)OC(C)=O)[C@@H]1O[C@@](C[C@@H]([C@H]1NC(COC(C)=O)=O)OC(C)=O)(SC1=CC=C(C=C1)C)C(=O)OC (1S,2R)-1-((2R,3R,4S,6S)-4-acetoxy-3-(2-acetoxyacetamido)-6-(methoxycarbonyl)-6-(p-tolylthio)tetrahydro-2H-pyran-2-yl)propane-1,2,3-triyl triacetate